N-[2-(dimethylamino)ethyl]-3-fluoro-5-hydroxy-4-(1,1,4-trioxo-1,2,5-thiadiazolidin-2-yl)benzamide CN(CCNC(C1=CC(=C(C(=C1)O)N1S(NC(C1)=O)(=O)=O)F)=O)C